5-(4,5-dichloro-2-(2,4-dimethoxyphenoxy)benzoylamino)benzoic acid ClC1=CC(=C(C(=O)NC=2C=CC=C(C(=O)O)C2)C=C1Cl)OC1=C(C=C(C=C1)OC)OC